C(C1=CC=CC=C1)(=O)OC(C)(CCCC(C)C)C 2,6-dimethylheptan-2-yl benzoate